butyl glycolate C(CO)(=O)OCCCC